[SH5]C(=O)[SH5] λ6-sulfanyl ketone